F[C@]1([C@H]([C@H]([C@@H](O1)N1C(NC(C=C1)=O)=O)O)O)CO 1-[(2R,3R,4S,5S)-5-fluoro-3,4-dihydroxy-5-(hydroxymethyl)tetrahydrofuran-2-yl]Pyrimidine-2,4-dione